butyl (3-(hydroxyimino) butan-2-yl) phosphonate P(OCCCC)(OC(C)C(C)=NO)=O